tert-butyl-2-(pyrrolidin-1-yl)quinazoline-6-carbaldehyde C(C)(C)(C)C1=NC(=NC2=CC=C(C=C12)C=O)N1CCCC1